(4-cyclopropylphenyl)-N-(2-(4-methylpiperazin-1-yl)ethyl)-5-phenyloxazole-4-carboxamide C1(CC1)C1=CC=C(C=C1)C=1OC(=C(N1)C(=O)NCCN1CCN(CC1)C)C1=CC=CC=C1